8-chloro-1-(4-fluoro-2-methylphenyl)-3-(6-methoxypyridin-3-yl)-7-(trifluoromethyl)-2,3-dihydroquinazolin-4(1H)-one ClC=1C(=CC=C2C(N(CN(C12)C1=C(C=C(C=C1)F)C)C=1C=NC(=CC1)OC)=O)C(F)(F)F